N-(4-([1,4'-bipiperidin]-1'-ylmethyl)phenyl)-4-((3-chlorophenyl)amino)-3-methoxybenzamide N1(CCCCC1)C1CCN(CC1)CC1=CC=C(C=C1)NC(C1=CC(=C(C=C1)NC1=CC(=CC=C1)Cl)OC)=O